(2R,4R)-N1-(5-chloropyridin-2-yl)-N2-(5-((-)-1-(3-cyanophenyl)-3-cyclopropyl-1-((R)-1,1-dimethylethylsulfinamido)propyl)-2-fluorophenyl)-4-methoxypyrrolidine-1,2-dicarboxamide ClC=1C=CC(=NC1)NC(=O)N1[C@H](C[C@H](C1)OC)C(=O)NC1=C(C=CC(=C1)C(CCC1CC1)(N[S@](=O)C(C)(C)C)C1=CC(=CC=C1)C#N)F